N[C@H](C(=O)NC1=CC=C(CN2C=C(C=C2)C(=O)OC)C=C1)CCCNC(=O)N Methyl (S)-1-(4-(2-amino-5-ureidopentanamido)benzyl)-1H-pyrrole-3-carboxylate